FC(C)(F)C1=NC(=CC(=N1)NC1=C(C=NC(=C1)NC(C)=O)C1=NC=C(C=C1)COC)CC N-(4'-((2-(1,1-difluoroethyl)-6-ethylpyrimidin-4-yl)amino)-5-(methoxymethyl)-[2,3'-bipyridin]-6'-yl)acetamide